3-(1-Cyclobutyl-1H-imidazol-4-yl)-N-(4-methoxybenzyl)-N-methyl-4-((5-(trifluoromethyl)pyridin-2-yl)amino)benzenesulfonamide C1(CCC1)N1C=NC(=C1)C=1C=C(C=CC1NC1=NC=C(C=C1)C(F)(F)F)S(=O)(=O)N(C)CC1=CC=C(C=C1)OC